C(C)C1=C(C=CC=C1)SC1=CC=CC=C1 (ethylphenyl)-phenyl sulfide